tert-butyl 7-bromo-3-(3-(naphthalen-1-yloxy)propyl)-1H-indole-2-carboxylate BrC=1C=CC=C2C(=C(NC12)C(=O)OC(C)(C)C)CCCOC1=CC=CC2=CC=CC=C12